CC1=C(CC2=CC=C(C=O)C=C2)C=CC=C1 4-(2-methylbenzyl)benzaldehyde